C1(CC1)C1=CC=C(C=C1)NC(=O)[C@@H]1NC[C@H](C1)F (2R,4S)-N-(4-cyclopropylphenyl)-4-fluoro-pyrrolidine-2-carboxamide